FC=1C(=CC(=NC1)OC)[C@H](C(=O)N1C[C@]2(CC1)NC1=NC(=C(C=C1CC2)C=2N=NN(N2)C)C)C (2R)-2-(5-fluoro-2-methoxypyridin-4-yl)-1-[(2S)-7-methyl-6-(2-methyl-2H-tetrazol-5-yl)-3,4-dihydro-1H-spiro[1,8-naphthyridine-2,3'-pyrrolidin]-1'-yl]propan-1-one